(Z)-5-Benzylidene-2,4-diphenyl-5H-benzo[d][1,3]diazepine C(C1=CC=CC=C1)=C1C2=C(\N=C(/N=C1C1=CC=CC=C1)\C1=CC=CC=C1)C=CC=C2